COC(C1=C(C(=C(C=C1)CC)C(=O)N1CCC(CC1)C1=CC=C(C=C1)C#N)CC)=O (4-(4-cyanophenyl)piperidine-1-carbonyl)-2,4-diethylbenzoic acid methyl ester